NC=1C=2N(C(=C(N1)C1=CC=C(C=C1)F)C=1C=CC3=C(N(C=N3)C)C1)C=C(N2)C(=O)OCC ethyl 8-amino-6-(4-fluorophenyl)-5-(1-methyl-1H-1,3-benzodiazol-6-yl)imidazo[1,2-a]pyrazine-2-carboxylate